The molecule is a glyco-amino acid compound consisting of an N-acetyl-alpha-D-muramoyl group attached to L-alanine via an amide linkage. It has a role as a mouse metabolite. It is a conjugate acid of a N-acetyl-alpha-D-muramoyl-L-alaninate. C[C@@H](C(=O)O)NC(=O)[C@@H](C)O[C@@H]1[C@H]([C@H](O[C@@H]([C@H]1O)CO)O)NC(=O)C